(2r,6s)-4-(6-bromo-2-pyridinyl)-2,6-dimethyl-morpholine BrC1=CC=CC(=N1)N1C[C@H](O[C@H](C1)C)C